C(C)(C)(C)C=1C=C(C=C(C1O)C(C)(C)C)CCC(=O)NCCCCCCNC(CCC1=CC(=C(C(=C1)C(C)(C)C)O)C(C)(C)C)=O bis-(3-(3,5-di-t-butyl-4-hydroxyphenyl)propionyl)hexamethylenediamine